NC1=CC(=C(C(=C1C(C)=O)F)CCC1CCOCC1)F 1-(6-amino-2,4-difluoro-3-(2-(tetrahydro-2H-pyran-4-yl)ethyl)phenyl)ethan-1-one